FC1(C(C1)CN1C[C@@H]([C@H](CC1)NC(=O)C1=CC(=CC=2N(C=NC21)CC(F)(F)F)C#CCNC2=C(C=C(C=C2)S(=O)(=O)C)OC)C)F N-[(3S,4S)-1-[(2,2-difluorocyclopropyl)methyl]-3-methyl-4-piperidyl]-6-[3-(2-methoxy-4-methylsulfonyl-anilino)prop-1-ynyl]-1-(2,2,2-trifluoroethyl)benzimidazole-4-carboxamide